N-{(2S,3R)-4,4-difluoro-1-(2-hydroxy-2-methylpropanoyl)-2-[(2,3',5'-trifluoro[1,1'-biphenyl]-3-yl)methyl]pyrrolidin-3-yl}-methanesulfonamide FC1([C@@H]([C@@H](N(C1)C(C(C)(C)O)=O)CC=1C(=C(C=CC1)C1=CC(=CC(=C1)F)F)F)NS(=O)(=O)C)F